5-(3-(3-(Benzyloxy)-5-chlorophenyl)-2-oxo-2H-[1,3'-bipyridin]-5-yl)pyrimidine-2,4(1H,3H)-dione C(C1=CC=CC=C1)OC=1C=C(C=C(C1)Cl)C=1C(N(C=C(C1)C=1C(NC(NC1)=O)=O)C=1C=NC=CC1)=O